O=C1NC(CCC1N1C(C2=CC=CC(=C2C1)OCCCN1C(C2=CC(=C(C=C2C1)B(O)O)C)=O)=O)=O (2-(3-((2-(2,6-dioxopiperidin-3-yl)-1-oxoisoindolin-4-yl)oxy)propyl)-6-methyl-1-oxoisoindolin-5-yl)boronic acid